N[C@H]1CS(C2=C(N(C1=O)CC1=CC=C(C=C1)Cl)C=C(C(=C2)F)C=2OC(=NN2)N2C[C@H]1C([C@@H](C2)C1)(F)F)(=O)=O (3R)-3-amino-5-[(4-chlorophenyl)methyl]-7-[5-[(1S,5R)-6,6-difluoro-3-azabicyclo[3.1.1]heptan-3-yl]-1,3,4-oxadiazol-2-yl]-8-fluoro-1,1-dioxo-2,3-dihydro-1lambda6,5-benzothiazepin-4-one